C1(CC1)C=1N=NN(C1)[C@@H](C(=O)N1[C@@H](C[C@H](C1)O)C(=O)NC1CC=2N(CC1)C=NC2)C(C)(C)C (2S,4R)-1-[(2R)-2-(4-cyclopropyltriazol-1-yl)-3,3-dimethyl-butanoyl]-4-hydroxy-N-(5,6,7,8-tetrahydroimidazo[1,5-a]pyridin-7-yl)pyrrolidine-2-carboxamide